hexahydro-1,3,5-tris-(4-fluorophenyl)-1,3,5-triazine FC1=CC=C(C=C1)N1CN(CN(C1)C1=CC=C(C=C1)F)C1=CC=C(C=C1)F